C(C)(C)(C)OC(=O)NCC1=CC(=C(C(=C1)C)NC(=O)C1=CC2=C(O[C@@H](CC3=C2SC=C3)C)C=C1C=1C(=NC(=CC1)C(NCCC)=O)C(=O)OC)C methyl (R)-3-(9-((4-(((tert-butoxycarbonyl)amino)methyl)-2,6-dimethylphenyl)carbamoyl)-5-methyl-4,5-dihydrobenzo[b]thieno[2,3-d]oxepin-8-yl)-6-(propylcarbamoyl)picolinate